FC=1C=C(C=CC1F)C1=C(C=C(C=C1)F)NC(=O)C=1C=NN(C1C(F)(F)F)C N-(3',4'-difluoro-4-fluorobiphenyl-2-yl)-1-methyl-5-trifluoromethyl-1H-pyrazole-4-carboxamide